C1(CCCCC1)CCN1C(CNCC1)=O 4-(2-cyclohexylethyl)-3-oxopiperazin